F[C@H]1[C@H](C1)C(=O)NC1=NC=C2C=C(C=3N(C2=C1)C=CN3)C=3C=NC(=CC3C)C(CC)O (1R,2R)-2-Fluoro-N-(4-{6-[1-hydroxypropyl]-4-methylpyridin-3-yl}imidazo[1,2-a]1,6-naphthyridin-8-yl)cyclopropane-1-carboxamide